C(C)(C)(C)C1CCC(CC1)O L-4-t-butylcyclohexanol